CC1OCC2(C1)CCN(CC2)C(=O)[O-] 3-methyl-2-oxa-8-azaspiro[4.5]decane-8-carboxylate